ethyl 3-[(naphthalene-1-carbonylamino)methyl]-4,5-dihydroisoxazole-5-carboxylate C1(=CC=CC2=CC=CC=C12)C(=O)NCC1=NOC(C1)C(=O)OCC